C(#N)[C@]1(O[C@@H]([C@H]([C@H]1O)O)CO)C1=CC=C2C(=NC=NN21)NC(OC(C)C)=O isopropyl (7-((2R,3R,4S,5R)-2-cyano-3,4-dihydroxy-5-(hydroxymethyl)tetrahydrofuran-2-yl)pyrrolo[2,1-f][1,2,4]triazin-4-yl)carbamate